CN1C(=NC2=C1C=C(C=C2)[N+](=O)[O-])C=2OC(=CC2)C2=CC=CC=C2 1-methyl-6-nitro-2-(5-phenylfuran-2-yl)-1H-benzo[d]imidazole